[N+](#[C-])NC(S)=N N-isocyanoisothiourea